O[C@H]1[C@H](C[C@@H]2C(C[C@H]3[C@@H]4CC[C@H]([C@@H](CC[C@H](C(C)C)C)C)[C@]4(CC[C@@H]3[C@]2(C1)C)C)=O)O 2a,3a-dihydroxy-5a-campestan-6-one